3-amino-5-chloro-6-(1-methyl-1H-benzo[d]imidazol-4-yl)picolinonitrile NC=1C(=NC(=C(C1)Cl)C1=CC=CC=2N(C=NC21)C)C#N